tert-butyl 4-[[7-amino-3-(2-fluoro-6-methyl-phenyl)-2-oxo-4H-pyrimido[4,5-d]pyrimidin-1-yl]methyl]piperidine-1-carboxylate NC1=NC=C2C(=N1)N(C(N(C2)C2=C(C=CC=C2C)F)=O)CC2CCN(CC2)C(=O)OC(C)(C)C